(1r,4r)-4-(aminomethyl)cyclohexane-1-carboxylic acid C1CC(CCC1CN)C(=O)O